6-[5-[2-[[4,7-difluoro-5-(1H-pyrazol-3-ylmethoxy)-2,3-dihydro-1H-inden-2-yl]methylamino]ethyl]-2-oxo-1,3-oxazolidin-3-yl]-4H-pyrazino[2,3-b][1,4]oxazin-3-one FC1=C2CC(CC2=C(C=C1OCC1=NNC=C1)F)CNCCC1CN(C(O1)=O)C1=NC2=C(OCC(N2)=O)N=C1